CC1=CC(=NC=C1)CC(=O)N (4-methylpyridin-2-yl)acetamide